COC1CC(C1)CN1[C@H](C[C@@H](CC1)CC1=CC=2N(C=C1)N=CC2N2C(NC(CC2)=O)=O)C 1-(5-(((2S,4R)-1-(((1s,3R)-3-methoxycyclobutyl)methyl)-2-methylpiperidin-4-yl)methyl)pyrazolo[1,5-a]pyridin-3-yl)dihydropyrimidine-2,4(1H,3H)-dione